2-[4-[[(6Ar,10aR)-9-(fluoromethyl)-6,6-dimethyl-3-pentyl-6a,7,8,10a-tetrahydrobenzo[c]chromen-1-yl]oxy]butyl]indene-1,3-dione FCC1=C[C@@H]2[C@H](C(OC3=CC(=CC(=C23)OCCCCC2C(C3=CC=CC=C3C2=O)=O)CCCCC)(C)C)CC1